4-(trifluoromethyl)pyridin FC(C1=CC=NC=C1)(F)F